N-[3-(dimethylamino)propyl]stearamide CN(CCCNC(CCCCCCCCCCCCCCCCC)=O)C